tert-Butyl 4-(7-bromo-3-oxopyrido[2,3-b]pyrazin-4(3H)-yl)piperidine-1-carboxylate BrC1=CC2=C(N(C(C=N2)=O)C2CCN(CC2)C(=O)OC(C)(C)C)N=C1